methyl 2-(2-bromo-6-fluorophenyl)-3-methylimidazo[1,2-a]pyridine-7-carboxylate BrC1=C(C(=CC=C1)F)C=1N=C2N(C=CC(=C2)C(=O)OC)C1C